C(C)(C)C1=CC=C2C(=N1)C(=NN2)C(=O)N[C@@H]2C(N(C1=C(OC2)C=CC=C1)C)=O (S)-5-isopropyl-N-(5-methyl-4-oxo-2,3,4,5-tetrahydrobenzo[b][1,4]oxazepin-3-yl)-1H-pyrazolo[4,3-b]pyridine-3-carboxamide